3-[(trifluoromethyl)sulfonyl]benzamide FC(S(=O)(=O)C=1C=C(C(=O)N)C=CC1)(F)F